C(N)(OCC[Si](C)(C)C)=O.C(N)(OCC[Si](C)(C)C)=O bis[2-(trimethylsilyl) ethyl] biscarbamate